(7-methyl-2,3-dihydrobenzofuran-5-yl)boronic acid CC1=CC(=CC=2CCOC21)B(O)O